O=C1CC2(C1)CN(C2)CC2=CC(=C(CC1=CC(=NC(=N1)N)N[C@H](C)CCC)C=C2)OC (R)-6-(4-((2-oxo-6-azaspiro[3.3]heptan-6-yl)methyl)-2-methoxybenzyl)-2-amino-4-(pentan-2-ylamino)pyrimidine